C(C)OC(=O)C=1C(=NC(=NC1)C1CCCC1)Cl 4-chloro-2-cyclopentyl-pyrimidine-5-carboxylic acid ethyl ester